ClC1=CC=CC=2C=3C(NC(C3C(=CC21)NS(=O)(=O)C2=CC=C(C=C2)C)(O)C2=C(C=CC(=C2)F)Cl)=O N-[6-chloro-3-(2-chloro-5-fluorophenyl)-3-hydroxy-1-oxo-2,3-dihydro-1H-benzo[e]isoindol-4-yl]-4-methylbenzenesulfonamide